C1(CC1)C=1N(C=C(N1)C1=C(C=C(C=C1)B1OC(C(O1)(C)C)(C)C)F)C 2-cyclopropyl-4-[2-fluoro-4-(4,4,5,5-tetramethyl-1,3,2-dioxaborolan-2-yl)phenyl]-1-methyl-imidazole